FC(OC=1C=CC(=NC1)CC1CC2(CN(C2)C(=O)N2C[C@H](CC2)C(=O)N)C1)(F)F (3S)-1-[6-[[5-(Trifluoromethoxy)-2-pyridyl]methyl]-2-azaspiro[3.3]heptane-2-carbonyl]pyrrolidine-3-carboxamide